[Cl-].C(CCCCCCC\C=C/CCCCCCCC)(=O)OC(C[N+](C)(C)C)COC(CCCCCCC\C=C/CCCCCCCC)=O 2,3-dioleoyloxypropyltrimethylammonium chloride